1,2-bis(4-fluorophenyl)-4-phenyl-1,2,4-triazolidine FC1=CC=C(C=C1)N1N(CN(C1)C1=CC=CC=C1)C1=CC=C(C=C1)F